3-[2-(7-Cyclopropyl-5-fluoro-1-methylindazol-4-yl)ethynyl]-1-[(3S,5R)-5-(methoxymethyl)-1-(prop-2-enoyl)pyrrolidin-3-yl]-5-(methylamino)pyrazole-4-carboxamide C1(CC1)C=1C=C(C(=C2C=NN(C12)C)C#CC1=NN(C(=C1C(=O)N)NC)[C@@H]1CN([C@H](C1)COC)C(C=C)=O)F